NC=1C=2N(C=CN1)C(=NC2C#CC2=C(C(=O)NC1=CC(=C(C=C1)CN1CCN(CC1)C)C(F)(F)F)C=CC(=C2)C)CC ((8-amino-3-ethylimidazo[1,5-a]pyrazin-1-yl)ethynyl)-4-methyl-N-(4-((4-methylpiperazin-1-yl)methyl)-3-(trifluoromethyl)phenyl)benzamide